1-Chloro-N-(4-methoxybenzyl)-N-(4-methyl-3-nitrophenyl)methanesulfonamide ClCS(=O)(=O)N(C1=CC(=C(C=C1)C)[N+](=O)[O-])CC1=CC=C(C=C1)OC